4-[trans-(4-aminocyclohexyl)amino]-N'-(2-chloro-5-fluoro-phenyl)-6-(6-methoxy-4-methyl-3-pyridyl)pyrrolo[1,2-b]pyridazine-3-carboxamidine N[C@@H]1CC[C@H](CC1)NC=1C=2N(N=CC1C(=NC1=C(C=CC(=C1)F)Cl)N)C=C(C2)C=2C=NC(=CC2C)OC